C1(CCCCC1)C[SiH2]OCC1C(CCCC1)OC cyclohexylmethyl-(2-methoxycyclohexyl)methoxysilane